cyano-4-(phenylthioformylthio)pentanoic acid C(#N)C(C(=O)O)CC(C)SC(=S)C1=CC=CC=C1